Tert-butyl (1-(3-(7-fluoro-1-oxo-6-(4,4,5,5-tetramethyl-1,3,2-dioxaborolan-2-yl)isoquinolin-2(1H)-yl)propyl)cyclopropyl)carbamate FC1=C(C=C2C=CN(C(C2=C1)=O)CCCC1(CC1)NC(OC(C)(C)C)=O)B1OC(C(O1)(C)C)(C)C